copper-zinc-aluminum-iron-manganese-nickel [Ni].[Mn].[Fe].[Al].[Zn].[Cu]